NC1=CC=C(C=C1)SSC1=CC=C(C=C1)N bis-(4-aminophenyl) disulfide